3-(allyloxy)-5-ethyldihydro-2(3H)-furanone C(C=C)OC1C(OC(C1)CC)=O